B([O-])O[O-] peroxyboronate